C(C)(C)(C)OC(=O)C1=C(C(=NC(=N1)N1C(CCC1)NC)OCC)C(=O)O (tert-butoxy)carbonyl[(methyl)aminopyrrolidin-1-yl]-4-ethoxy-pyrimidine-5-carboxylic acid